nitrene alcohol N(O)O